N1N=CN=C1C1(CC=C(C=C1)C1=CC=CC=C1)C=1C(=NN(N1)COCC[Si](C)(C)C)C(=O)OCC ethyl 5-(4-(1H-1,2,4-triazol-5-yl)-[1,1-biphenyl]-4-yl)-2-((2-(trimethylsilyl)ethoxy)methyl)-2H-1,2,3-triazole-4-carboxylate